3-bromo-4-morpholinobenzoic acid BrC=1C=C(C(=O)O)C=CC1N1CCOCC1